4-[3-(tert-butoxycarbonylamino)propyl]-4-(2-tert-butoxy-2-oxo-ethyl)piperazine-4-ium-1-carboxylic acid benzyl ester C(C1=CC=CC=C1)OC(=O)N1CC[N+](CC1)(CC(=O)OC(C)(C)C)CCCNC(=O)OC(C)(C)C